CS(=O)(=O)OC1=CC(=C(C=C1)C)[N+](=O)[O-].[Na] Sodium (4-methyl-3-nitrophenyl) methanesulfonate